1,4-oxazepane-6-carboxamide O1CCNCC(C1)C(=O)N